1-(1-bromoethyl)-2,3-difluoro-4-nitrobenzene BrC(C)C1=C(C(=C(C=C1)[N+](=O)[O-])F)F